OC=1C=C(C=NC1)N 5-hydroxylpyridin-3-amine